C(C=C)(=O)N1C[C@H](CC1)OC1=CC(=C(C(=C1)F)[C@H]1N([C@@H](CC2=C3C(=CC=C12)NC(O3)=O)C)CC(F)(F)F)F (6S,8R)-6-(4-(((S)-1-acryloylpyrrolidin-3-yl)oxy)-2,6-difluorophenyl)-8-methyl-7-(2,2,2-Trifluoroethyl)-6,7,8,9-tetrahydrooxazolo[5,4-f]isoquinolin-2(3H)-one